C(C)(=O)NC1=CC=C(C=C1)C=1C=NN2C1C=C(C=C2)C(=O)N(C)C2=CC(=CC=C2)F 3-(4-acetamidophenyl)-N-(3-fluorophenyl)-N-methyl-pyrazolo[1,5-a]pyridine-5-carboxamide